C(C)OC([C@@H](C1=C2N(C=N1)CCC2)N2N=C1C(=C(C=C(C1=C2)Cl)Br)Cl)=O |r| (2RS)-2-(6-bromo-4,7-dichloro-indazol-2-yl)-2-(6,7-dihydro-5H-pyrrolo[1,2-c]imidazol-1-yl)acetic acid ethyl ester